tetramethylcyclohex-2-en CC1=C(C(CCC1)(C)C)C